5-fluoro-1,2,3,4-tetrahydro-3-(methoxymethyl)quinoline FC1=C2CC(CNC2=CC=C1)COC